benzyl 2-(((benzyloxy)carbonyl)amino)-3-(7-isopropoxythieno[3,2-b]pyridine-2-carboxamido)propanoate C(C1=CC=CC=C1)OC(=O)NC(C(=O)OCC1=CC=CC=C1)CNC(=O)C1=CC2=NC=CC(=C2S1)OC(C)C